methyl 8-(4,4-difluorocyclohex-1-en-1-yl)-9-(4-((1-(3-fluoropropyl)azetidin-3-yl)methyl)phenyl)-6,7-dihydro-5H-benzo[7]annulene-3-carboxylate FC1(CC=C(CC1)C=1CCCC2=C(C1C1=CC=C(C=C1)CC1CN(C1)CCCF)C=CC(=C2)C(=O)OC)F